C(C)(C)(C)OC(=O)N1CCC2(CC(CO2)CN2C=NC3=CC=C(C=C3C2=O)OC2=C(C(=CC=C2F)F)C#N)CC1.C(C)(C)C1=CC2=C(C=CC=C(C2=C1)C)C 2-isopropyl-4,8-dimethyl-azulene tert-butyl-3-[[6-(2-cyano-3,6-difluoro-phenoxy)-4-oxo-quinazolin-3-yl]methyl]-1-oxa-8-azaspiro[4.5]decane-8-carboxylate